C(C1=CC=CC=C1)OC(=O)N1C=C(CC1)OC(CCNC=1N=[N+](C2=C([N+]1[O-])C=CC(=C2)OC(F)(F)F)[O-])=O (S)-3-((3-((1-((benzyloxy)carbonyl)pyrroline-3-yl)oxy)-3-oxopropyl)amino)-7-(trifluoromethoxy)benzo[e][1,2,4]triazine-1,4-dioxide